triethoxybisphenol A dimethacrylate C(C(=C)C)(=O)O.C(C(=C)C)(=O)O.C(C)OC=1C(=C(C(=C(O)C1)OCC)OCC)C(C)(C)C1=CC=C(C=C1)O